FC=1C=C(CC2(CCC2)CNC(=O)C2=NN(C(N2)=O)C)C=CC1F N-((1-(3,4-difluorobenzyl)cyclobutyl)methyl)-1-methyl-5-oxo-4,5-dihydro-1H-1,2,4-triazole-3-carboxamide